BrC=1C=C(OCC2OC2)C=CC1F 2-((3-bromo-4-fluorophenoxy)methyl)oxirane